ClC=1C=C2CN3C(=NC2=CC1)SC=C3CSC=3N(CCN3)C 7-chloro-3-(((1-methyl-4,5-dihydro-1H-imidazol-2-yl)thio)methyl)-5H-thiazolo[2,3-b]quinazoline